oxygen (stearic acid) C(CCCCCCCCCCCCCCCCC)(=O)O.[O]